ClC=1C=C(C=C(C1OC1=NNC(C(=C1)C(C)C)=O)Cl)N1N=C(C(NC1=O)=O)C#N 2-[3,5-Dichloro-4-[(5-isopropyl-6-oxo-1,6-dihydropyridazin-3-yl)oxy]phenyl]-3,5-dioxo-2,3,4,5-tetrahydro-1,2,4-triazine-6-carbonitrile